Methyl O-methyl-N-(2-methyl-1-(tritylamino)propan-2-yl)serinate COC[C@H](NC(CNC(C1=CC=CC=C1)(C1=CC=CC=C1)C1=CC=CC=C1)(C)C)C(=O)OC